C(C)(C)(C)OC(=O)N1[C@@H]2CN(C(C1)C2)C(C2=C(C=C(C=C2)Br)OC)=O (S)-5-(4-Bromo-2-methoxy-benzoyl)-2,5-diaza-bicyclo[2.2.1]heptane-2-carboxylic acid tert-butyl ester